C(C)C=1SC2=C(C1)C(=C(C=C2)C(=O)O)OCC2=CC=C(C=C2)OC(F)(F)F 2-Ethyl-4-[[4-(trifluoromethoxy)phenyl]methoxy]benzothiophene-5-carboxylic acid